C(C)(C)(C)OC(=O)N1C[C@@H](CC1)[C@H](C(=O)OC(C)(C)C)CC1=CC(=CC=C1)Br (3S)-3-[(2R)-3-(3-bromophenyl)-1-(tert-butoxy)-1-oxopropan-2-yl]pyrrolidine-1-carboxylic acid tert-butyl ester